FC=1C=C(C=CC1F)[C@H]1[C@@H](CN(C1)CCOC)NC(NC1=C(C(=NN1C1=CC=CC=C1)OCC(=O)NCC)C)=O 2-((5-(3-((3S,4R)-4-(3,4-difluorophenyl)-1-(2-methoxyethyl)pyrrolidin-3-yl)ureido)-4-methyl-1-phenyl-1H-pyrazol-3-yl)oxy)-N-ethylacetamide